COC(C1=C(C=C(C=C1)NC(=O)C=1N(C(=CN1)C=1C(=NN(C1)C=1C=NC(=CC1)NCCNC(=O)OC(C)(C)C)C(F)(F)F)C)Cl)=O 4-[[5-[1-[6-[2-(tert-Butoxycarbonylamino)ethylamino]-3-pyridyl]-3-(trifluoromethyl)pyrazol-4-yl]-1-methyl-imidazole-2-carbonyl]amino]-2-chloro-benzoic Acid Methyl Ester